Tert-butyl (R)-(3-bromo-6,7-dihydro-5H-pyrazolo[5,1-b][1,3]oxazin-6-yl)(methyl)carbamate BrC=1C=NN2C1OC[C@@H](C2)N(C(OC(C)(C)C)=O)C